6-(2-(4'-chloro-[1,1'-biphenyl]-3-yl)-2-hydroxyacetyl)-2-(1-(thiophen-2-yl)cyclopropyl)-3,5,6,7,8,9-hexahydro-4H-pyrimido[5,4-c]azepin-4-one ClC1=CC=C(C=C1)C1=CC(=CC=C1)C(C(=O)N1CC2=C(CCC1)N=C(NC2=O)C2(CC2)C=2SC=CC2)O